(E)-1-bromonon-1-ene Br\C=C\CCCCCCC